N[C@@H]1CC2=CC=CC(=C2CC1)O (S)-2-amino-5-hydroxytetralin